2,2,3,4,5-pentafluoro-3-(difluoromethyl)sulfolane FC1(S(=O)(=O)C(C(C1(C(F)F)F)F)F)F